CC1(N2C(C3=CC=CC=C3C1(C)C)(O2)C=2C=NC1=CC=CC=C1C2)C 3,3,4,4-tetramethyl-8b-quinolin-3-yl-4,8b-dihydro-3H-oxaziridino[3,2-a]isoquinoline